N1N=C(N=C1)C1=CC=C(C=N1)C=1N=C2C(=NC1)NC(CN2C[C@@H]2CC[C@@H](CC2)OC)=O 6-(6-(1H-1,2,4-triazol-3-yl)pyridin-3-yl)-4-((cis-4-methoxycyclohexyl)methyl)-3,4-dihydropyrazino[2,3-b]pyrazin-2(1H)-one